CC=1C=2N(C=CN1)C(=NC2C2=CC(=CC=C2)OCC2=CC(=CC=C2)C(F)(F)F)[C@H]2N(CCCC2)C(C#CC)=O (S)-1-(2-(8-methyl-1-(3-((3-(trifluoromethyl)benzyl)oxy)phenyl)imidazo[1,5-a]pyrazin-3-yl)piperidin-1-yl)but-2-yn-1-one